OCC=1C=C(C=CC1)NC(CC1=CC=C(C=C1)Cl)=O N-(3-(hydroxymethyl)phenyl)-2-(4-chlorophenyl)acetamide